FCC(C1CO1)(CF)CF 3,3,3-trifluoromethylepoxypropane